C(C)(C)(C)C1=CC=C(C=C1)C1=CN=CC2=CC(=CC=C12)C(=O)O 4-(4-(tert-butyl)phenyl)isoquinoline-7-carboxylic acid